methyl-1H-pyrrole-2,5-dicarboxamide CN1C(=CC=C1C(=O)N)C(=O)N